C(C)(C)(C)NC(=O)C=1C=C(C=CC1)C1=C2CN(C(C2=CC=C1)=O)C(C(=O)NC(C(=O)OC)=C)=C Methyl 2-(2-(4-(3-(tert-butylcarbamoyl)phenyl)-1-oxoisoindolin-2-yl)acrylamido)acrylate